methylenebis(4,1-cyclohexanediol) diisocyanate [N-]=C=O.[N-]=C=O.C(C1(CCC(CC1)O)O)C1(CCC(CC1)O)O